C(C1=CC=CC=C1)N1N=C(C=C1COC1=CC=C(C=C1)CCO)C 1-benzyl-5-[[4-(2-hydroxyethyl)phenoxy]methyl]-3-methyl-pyrazole